C12CN(CC2C1)C1=CC=C(C=N1)C(CO[Si](C1=CC=CC=C1)(C1=CC=CC=C1)C(C)(C)C)N1N=CC(=C1)C(=O)NC1CC(C1)C1=C(C=CC(=C1)Cl)C#N 1-(1-(6-(3-Azabicyclo[3.1.0]hexan-3-yl)pyridin-3-yl)-2-((tert-butyldiphenylsilyl)oxy)ethyl)-N-(3-(5-chloro-2-cyanophenyl)cyclobutyl)-1H-pyrazole-4-carboxamide